ClC1=CC=C(OC2=CC=C(C=C2)C2=CC(=NN2)C2CCNCC2)C=C1 4-(5-(4-(4-chlorophenoxy)phenyl)-1H-pyrazol-3-yl)piperidine